5-naphthalen-1-ylimidazolidine-2,4-dione C1(=CC=CC2=CC=CC=C12)C1C(NC(N1)=O)=O